4-{1-[(1R)-1-(4-chlorophenyl)-7-fluoro-5-[1-hydroxy-1-(1-methyl-1H-imidazol-4-yl)propyl]-3-oxo-1-[(3S)-oxolan-3-yloxy]-2,3-dihydro-1H-isoindol-2-yl]methyl}benzonitrile ClC1=CC=C(C=C1)[C@@]1(N(C(C2=CC(=CC(=C12)F)C(CC)(C=1N=CN(C1)C)O)=O)CC1=CC=C(C#N)C=C1)O[C@@H]1COCC1